(S)-2-(((2R,3S,4R,5R)-5-(6-amino-2-chloro-9H-purin-9-yl)-3,4-dihydroxytetrahydrofuran-2-yl)methoxy)-2-(oxazol-4-yl)-3-phenylpropanoic acid NC1=C2N=CN(C2=NC(=N1)Cl)[C@H]1[C@@H]([C@@H]([C@H](O1)CO[C@@](C(=O)O)(CC1=CC=CC=C1)C=1N=COC1)O)O